C(#N)C=1C=C(C=CC1F)NC(=O)N1CC=2C(=NN3C2C(CC[C@H](C3)CO)(F)F)C[C@H]1C |o1:22| (3R,8R*)-N-(3-Cyano-4-fluorophenyl)-11,11-difluoro-8-(hydroxymethyl)-3-methyl-3,4,8,9,10,11-hexahydro-1H-pyrido[4',3':3,4]pyrazolo[1,5-a]azepine-2(7H)-carboxamide